[Cl-].C(CCCCC)N1CN(C=C1)CCC[Si](OCC)(OCC)OCC 1-hexyl-3-(3-triethoxysilylpropyl)imidazole chloride salt